N-(4-(4-amino-7-methyl-5-(4-(octahydro-1H-isoindole-2-carbonyl)phenyl)-7H-pyrrolo[2,3-d]pyrimidin-6-yl)phenyl)methacrylamide (Z)-Tert-Butyl-3-Fluoro-4-Hydroxybut-2-Enylcarbamate C(C)(C)(C)OC(NC\C=C(\CO)/F)=O.NC=1C2=C(N=CN1)N(C(=C2C2=CC=C(C=C2)C(=O)N2CC1CCCCC1C2)C2=CC=C(C=C2)NC(C(=C)C)=O)C